(R)-8-(5-Methylthiazol-2-yl)-3-oxo-4-(2-(tetrahydro-2H-pyran-4-yl)ethyl)-N-(1-(2-(Trifluoromethyl)pyrimidin-5-yl)ethyl)-3,4-dihydro-2H-benzo[b][1,4]oxazine-6-carboxamide CC1=CN=C(S1)C1=CC(=CC2=C1OCC(N2CCC2CCOCC2)=O)C(=O)N[C@H](C)C=2C=NC(=NC2)C(F)(F)F